4-((1R,5S)-3,8-diazabicyclo[3.2.1]octan-3-yl)-7-(1H-indazol-4-yl)-2-(((S)-1-methylpyrrolidin-2-yl)methoxy)quinazoline [C@H]12CN(C[C@H](CC1)N2)C2=NC(=NC1=CC(=CC=C21)C2=C1C=NNC1=CC=C2)OC[C@H]2N(CCC2)C